α-methyl-phenylpropionaldehyde CC(C=O)(C)C1=CC=CC=C1